(S)-hydroxyeicosatetraenoic acid OC(C(=O)O)=CC=CC=CC=CCCCCCCCCCCC